tert-Butyl N-[2-(5-bromo-2-oxo-1-pyridyl)ethyl]carbamate BrC=1C=CC(N(C1)CCNC(OC(C)(C)C)=O)=O